CN(C1CN(C1)C1=NC2=CC(=C3C(=C2C(=N1)N1C[C@@H](N(CC1)C(C(=C)F)=O)CC#N)OCCC3)C3=C(C=CC=C3O)F)C 2-((2S)-4-(8-(3-(dimethylamino)azetidin-1-yl)-5-(2-fluoro-6-hydroxyphenyl)-3,4-dihydro-2H-pyrano[2,3-f]quinazolin-10-yl)-1-(2-fluoroacryloyl)piperazin-2-yl)acetonitrile